P(=O)(OCCCCl)(OCCCCl)OC(CCl)C bis(3-chloro-1-propyl) (2-chloro-1-methylethyl) phosphate